2,4-dichloro-6-(iodomethyl)pyrimidine ClC1=NC(=CC(=N1)Cl)CI